C(C(C)C)N1N=CC(=C1)B1OC(C)(C)C(C)(C)O1 1-isobutylpyrazole-4-boronic acid pinacol ester